3-HYDROXY-5-(METHYLAMINO)BENZALDEHYDE OC=1C=C(C=O)C=C(C1)NC